ClC=1N=CC2=C(N1)N(C=C2Cl)CC(COC2=NN(C(=C2N)C)C2=C(N=C(O2)C)C)F 3-(3-(2,5-Dichloro-7H-pyrrolo[2,3-d]pyrimidin-7-yl)-2-fluoropropoxy)-1-(2,4-di-methyloxazol-5-yl)-5-methyl-1H-pyrazol-4-amine